4-[4-bromo-6-(3-fluoro-2-methyl-phenyl)-3-hydroxy-pyridin-2-yl]-4-oxo-butyric acid ethyl ester C(C)OC(CCC(=O)C1=NC(=CC(=C1O)Br)C1=C(C(=CC=C1)F)C)=O